OC=1C=C2C[C@H]([C@H]([C@H](C2=CC1)C1=CC=C(C=C1)N1CCC(CC1)CN1CCN(CC1)C=1C=C2CN(C(C2=CC1)=O)[C@@H]1C(NC(CC1)=O)=O)C1=CC=CC=C1)C (S)-3-(5-(4-((1-(4-((1S,2R,3R)-6-hydroxy-3-methyl-2-phenyl-1,2,3,4-tetrahydronaphthalen-1-yl)phenyl)piperidin-4-yl)methyl)piperazin-1-yl)-1-oxoisoindolin-2-yl)piperidine-2,6-dione